O=C1N(C(CN1)=O)CCC(=O)O[C@H]1[C@H](NC[C@@H]1O)CC1=CC=C(C=C1)OC (2R,3S,4S)-4-hydroxy-2-[(4-methoxyphenyl)methyl]pyrrolidin-3-yl 3-(2,5-dioxoimidazolidin-1-yl)propanoate